N(=[N+]=[N-])C1=C(N=NC(=C1)Cl)NC[C@H]1OCC1 (S)-4-azido-6-chloro-N-(oxetan-2-ylmethyl)pyridazin-3-amine